ethyl 2,2-dimethyl-4-oxo-3H-pyran-6-carboxylate CC1(OC(=CC(C1)=O)C(=O)OCC)C